CC(OC(NCCNC(NNC(=O)OCC1=CC=C(C=C1)NC([C@H](C)NC([C@H](C)NC(=O)OCC1C2=CC=CC=C2C=2C=CC=CC12)=O)=O)=O)=O)(C)C 4-((S)-2-((S)-2-((((9H-fluoren-9-yl)methoxy)carbonyl)amino)propanamido)propanamido)benzyl 11,11-dimethyl-4,9-dioxo-10-oxa-2,3,5,8-tetraazadodecanoate